C1CCC12N(CCOC2)CC(=O)NC=2C=C(C(=NC2)C)NC(=O)C=2C=NN1C2SC(=C1)C=1C(=NC=CC1)OC N-(5-(2-(8-oxa-5-azaspiro[3.5]nonan-5-yl)acetamido)-2-methylpyridin-3-yl)-2-(2-methoxypyridin-3-yl)pyrazolo[5,1-b]thiazole-7-carboxamide